1,6-Di-O-acetyl-2-azido-3,4-di-O-benzyl-2-deoxy-α-D-glucopyranose C(C)(=O)O[C@@H]1[C@@H]([C@@H](OCC2=CC=CC=C2)[C@H](OCC2=CC=CC=C2)[C@H](O1)COC(C)=O)N=[N+]=[N-]